ClC1=NC=C(C(=N1)NC1CCN(CC1)C(=O)OC(C)(C)C)[N+](=O)[O-] tert-Butyl 4-((2-chloro-5-nitropyrimidin-4-yl)amino)piperidine-1-carboxylate